C(C#C)OCC=1OC=CC1 2-((prop-2-yn-1-yloxy)methyl)furan